C1(=CC=CC=C1)CCCCC=1C=C(C(=C(C(=O)O)C1)O)O 5-(4-phenylbutyl)-dihydroxybenzoic acid